[O-]S(=O)(=O)C(F)(F)F.C(C)#N.C(C)#N.C(C)#N.C(C)#N.[Cu+] copper (I) tetrakis(acetonitrile) triflate